S1C=NC2=C1C=C(C=C2)C2=CC(=NN2C2=NC(=CC=C2)C)CC(=O)NC2=CC(=CC=C2)F 5-(Benzo[d]thiazol-6-yl)-N-(3-fluorophenyl)-1-(6-methylpyridin-2-yl)-1H-pyrazol-3-carboxyamid